N-{2-[(1-bromo-2-naphthyl)oxy]-5-chlorophenyl}-5-chloro-2-hydroxy-3-iodobenzamide BrC1=C(C=CC2=CC=CC=C12)OC1=C(C=C(C=C1)Cl)NC(C1=C(C(=CC(=C1)Cl)I)O)=O